CC1CC(C1)(C1=NN=CN1C)C=1C=CC=CC1 3-(cis-3-methyl-1-(4-methyl-4H-1,2,4-triazol-3-yl)cyclobutyl)benzene